C1(=C(C=CC2=CC=CC=C12)SSC1=C(C2=CC=CC=C2C=C1)N)N 2,2'-Dithiobis(1-naphthylamine)